3-(5-(difluoromethyl)-1,3,4-thiadiazol-2-yl)-N-(3-(fluoromethyl)oxetan-3-yl)-8-(4-isobutyrylpiperazin-1-yl)imidazo[1,5-a]pyridine-6-sulfonamide-1-d FC(C1=NN=C(S1)C1=NC(=C2N1C=C(C=C2N2CCN(CC2)C(C(C)C)=O)S(=O)(=O)NC2(COC2)CF)[2H])F